Cl.COC(C1=C(C=CC=C1)C=1SC(=CC1)CN1C=NN(C1=O)C\C(=C\F)\CN)=O [5-(1-[(2E)-2-(aminomethyl)-3-fluoroprop-2-en-1-yl]-5-oxo-1,5-dihydro-4H-1,2,4-triazol-4-ylmethyl)thiophen-2-yl]benzoic acid methyl ester hydrochloride